NC(C(=O)O)C1=C(SC(=C1)Cl)Cl 2-amino-2-(2,5-dichlorothiophen-3-yl)acetic acid